(2S,6R)-tert-butyl 4-((S)-10-chloro-3-methyl-5-oxo-9-(trifluoromethyl)-3,5-dihydro-2H-[1,4]thiazino[2,3,4-ij]quinazolin-7-yl)-2,6-dimethylpiperazine-1-carboxylate ClC1=C(C=C2C(=NC(N3C2=C1SC[C@@H]3C)=O)N3C[C@@H](N([C@@H](C3)C)C(=O)OC(C)(C)C)C)C(F)(F)F